FC(OC1=NN(C(=C1)C)C1=NC(=CC=C1C#N)N1C=NC2=C1C=CC(=C2)OC2COC2)F 2-[3-(difluoromethoxy)-5-methyl-pyrazol-1-yl]-6-[5-(oxetan-3-yloxy)benzimidazol-1-yl]pyridine-3-carbonitrile